(3S,4R)-4-{[5-chloro-7-(1-ethylcyclobutyl)imidazo[4,3-f][1,2,4]triazin-2-yl]amino}oxan-3-ol ClC=1N=C(N2N=C(N=CC21)N[C@H]2[C@@H](COCC2)O)C2(CCC2)CC